1-(4-(1-(3-chloro-4-cyclopropylphenyl)azetidin-3-yl)-2,6-dimethylbenzyl)-3-methylazetidin-3-ol formate salt C(=O)O.ClC=1C=C(C=CC1C1CC1)N1CC(C1)C1=CC(=C(CN2CC(C2)(O)C)C(=C1)C)C